CC(CCC[C@H](N)C(=O)O)N ε-methyl-lysine